COC=1C(=CC=C(C1)C1=CC=CC(=C1N)OC)N 5,5'-dimethoxy-4,6'-diaminobiphenyl